N-(furan-2-ylmethyl)-2-(((3-methyl-5-oxo-5H-thiazolo[3,2-a]pyrimidin-7-yl)methyl)amino)benzamide O1C(=CC=C1)CNC(C1=C(C=CC=C1)NCC=1N=C2N(C(C1)=O)C(=CS2)C)=O